C1(CC1)C1=C(C=C(C(=C1)I)C)NC1=CC(=C2C(=N1)C(=CN2C)C#N)C 5-((2-cyclopropyl-4-iodo-5-methylphenyl)amino)-1,7-dimethyl-1H-pyrrolo[3,2-b]pyridine-3-carbonitrile